CCCCC(CC)COC(=O)C=CC1C=CC(OC)=CC=1 Octyl MethoxyCinnamate